C(#N)C=1C(=CC(=C(C1)NS(=O)(=O)C=1C=C(C(=O)OC)C=CC1C1CC1)C1NCCCC1)F methyl 3-(N-(5-cyano-4-fluoro-2-(piperidin-2-yl)phenyl)sulfamoyl)-4-cyclopropylbenzoate